1,2-diethylcyclohexane C(C)C1C(CCCC1)CC